N-((6-((tetrahydro-2H-pyran-4-yl)methyl)-4,5,6,7-tetrahydrothieno[2,3-c]pyridin-3-yl)methyl)-6-(2,3,5-trifluorophenyl)pyridazin-3-amine O1CCC(CC1)CN1CC2=C(CC1)C(=CS2)CNC=2N=NC(=CC2)C2=C(C(=CC(=C2)F)F)F